COC=1C=CC(=C(C1)O)C1=NN=C(C=2N1N=C(C2)C)N[C@H]2CNCCC2 5-methoxy-2-(2-methyl-4-{[(3R)-piperidin-3-yl]amino}pyrazolo[1,5-d][1,2,4]triazin-7-yl)phenol